8'-methyl-2'-(pyridin-2-ylmethyl)-N-[(2S)-tetrahydrofuran-2-ylmethyl]-2',5'-dihydrospiro[cyclobutane-1,4'-furo[2,3-g]indazole]-7'-carboxamide CC1=C(OC=2CC3(C4=CN(N=C4C21)CC2=NC=CC=C2)CCC3)C(=O)NC[C@H]3OCCC3